4-(1-(4-fluorophenyl)-1H-1,2,4-triazol-3-yl)-2-methylaniline FC1=CC=C(C=C1)N1N=C(N=C1)C1=CC(=C(N)C=C1)C